CS(=O)(=O)C[C@@H]1CNCCO1 (S)-2-((methylsulfonyl)methyl)morpholine